C(#N)C=1C(=NC=C(C1)F)C1=C(C=C2C(=CN(C2=C1)CC(C)(C)C)[C@@H](C(F)F)NS(=O)(=O)C1CC1)F (S)-N-(1-(6-(3-cyano-5-fluoropyridin-2-yl)-5-fluoro-1-neopentyl-1H-indol-3-yl)-2,2-difluoroethyl)cyclopropanesulfonamide